COC(C1=C(N=CC(=C1)C1=CC2=CN(N=C2C=C1)[C@H]1CN(CC1)C1CCOCC1)N)=O (R)-2-amino-5-(2-(1-(tetrahydro-2H-pyran-4-yl)pyrrolidin-3-yl)-2H-Indazol-5-yl)nicotinic acid methyl ester